ClC=1C=C2C=C(C(=NC2=CC1OC)OC)C(C)O 1-(6-chloro-2,7-dimethoxyquinolin-3-yl)ethanol